aspartic acid potassium salt [K+].N[C@@H](CC(=O)[O-])C(=O)[O-].[K+]